N[C@H]1CN(CC1)S(=O)(=O)C=1C=C2C(=CN(C2=CC1)C(C(=O)NC1=C(C=CC(=C1)N1CCNCC1)C)C)C 2-[5-[(3R)-3-aminopyrrolidin-1-yl]sulfonyl-3-methyl-indol-1-yl]-N-(2-methyl-5-piperazin-1-yl-phenyl)propanamide